C(C(C)C)C1=NC=CC(=C1)C 2-Isobutyl-4-methyl-pyridine